7-Bromo-5-oxo-1-thioxo-N-(3-(trifluoromethyl)phenyl)-4,5-dihydro-1H-thiazolo[3,4-a]quinazoline-3-carboxamide BrC=1C=C2C(NC=3N(C2=CC1)C(SC3C(=O)NC3=CC(=CC=C3)C(F)(F)F)=S)=O